2-(6-(ethylamino)-4-((1S,3S)-3-methoxy-1-(4-methyl-4H-1,2,4-triazol-3-yl)cyclobutyl)pyridin-2-yl)-6-(((1-methylcyclobutyl)amino)methyl)-4-(trifluoromethyl)isoindolin-1-one C(C)NC1=CC(=CC(=N1)N1C(C2=CC(=CC(=C2C1)C(F)(F)F)CNC1(CCC1)C)=O)C1(CC(C1)OC)C1=NN=CN1C